(S)-5-(4-(4-azidobutoxy)phenyl)-2-((tert-butoxycarbonyl)amino)pentanoic Acid N(=[N+]=[N-])CCCCOC1=CC=C(C=C1)CCC[C@@H](C(=O)O)NC(=O)OC(C)(C)C